ethanethiol C(C)S